(2R)-2-amino-N-[(1R)-1-[3-(difluoromethyl)phenyl]ethyl]-3-hydroxypropanamide N[C@@H](C(=O)N[C@H](C)C1=CC(=CC=C1)C(F)F)CO